C(CCCCCCCCCCCCCCCCC)OC(C(C)C1=CC(=C(C(=C1)C(C)(C)C)O)C(C)(C)C)=O (4-hydroxy-3,5-di-tert-butylphenyl)propionic acid n-octadecyl ester